methyl 3-(6-fluoro-1-(2-(4-methylpiperazin-1-yl)ethyl)-1H-benzo[d]imidazol-2-yl)-1H-indazole-5-carboxylate FC=1C=CC2=C(N(C(=N2)C2=NNC3=CC=C(C=C23)C(=O)OC)CCN2CCN(CC2)C)C1